tert-butyl (3RS)-3-({4-[3-(3-chlorophenyl)-1H-pyrrolo[3,2-b]pyridin-2-yl]pyridin-3-yl}oxy)pyrrolidine-1-carboxylate ClC=1C=C(C=CC1)C1=C(NC=2C1=NC=CC2)C2=C(C=NC=C2)O[C@H]2CN(CC2)C(=O)OC(C)(C)C |r|